F[C@H]1OCC[C@@H](C1)N1CC2=C(N=CN=C2)C2(C1=O)CN(C2)C 6'-((2R,4S)-2-fluorotetrahydro-2H-pyran-4-yl)-1-methyl-5',6'-dihydro-7'H-spiro[azetidine-3,8'-pyrido[4,3-d]pyrimidin]-7'-one